triPropylphenol C(CC)C1=C(C(=C(C=C1)O)CCC)CCC